N1C=C(C2=CC=CC=C12)CCNC(C1=C(C=CC(=C1)Cl)NC1=CC(=C(C(=C1)OC)OC)OC)=O N-(2-(1H-indol-3-yl)ethyl)-5-chloro-2-((3,4,5-trimethoxyphenyl)amino)benzamide